C(#N)C1=CC(=CC=C1)C#N 2,6-dicyanobenzene